1,3-Bis(3-isocyanato-4-methylphenyl)-1,3-diazacyclobutane-2,4-dione N(=C=O)C=1C=C(C=CC1C)N1C(N(C1=O)C1=CC(=C(C=C1)C)N=C=O)=O